N-((R)-1-(3-amino-5-(trifluoromethyl)phenyl)ethyl)-2-methyl-6-(tetrahydrofuran-3-yl)-7,8-dihydro-6H-pyrrolo[2,3-g]quinazolin-4-amine NC=1C=C(C=C(C1)C(F)(F)F)[C@@H](C)NC1=NC(=NC2=CC3=C(C=C12)N(CC3)C3COCC3)C